methyl (Z)-2-[5-(4-chloro-3-cyclohexyl-pyrazol-1-yl)-2-methyl-phenoxy]-3-methoxy-prop-2-enoate ClC=1C(=NN(C1)C=1C=CC(=C(O\C(\C(=O)OC)=C/OC)C1)C)C1CCCCC1